FC1=C(C=2C=NC(=NC2C=C1C1=C(C2=C(OCCN2)N=C1)C)NC=1C=NN(C1)C)N 6-fluoro-7-(8-methyl-2,3-dihydro-1H-pyrido[2,3-b][1,4]oxazin-7-yl)-N~2~-(1-methyl-1H-pyrazol-4-yl)quinazoline-2,5-diamine